COC(C1CCN(CC1)C1=C(C(=C(C(=O)OC)C=C1)C=C)F)OC methyl 4-[4-(dimethoxymethyl)-1-piperidyl]-3-fluoro-2-vinyl-benzoate